N1C[C@@H](CCCC1)NC(=O)C1=CN(CCS1)C1=C2C(=NC=C1)NC=C2C (R)-N-(azepan-3-yl)-4-(3-methyl-1H-pyrrolo[2,3-b]pyridin-4-yl)-3,4-dihydro-2H-1,4-thiazine-6-carboxamide